4H-1,2,4-triazol-4-amine N=1N=CN(C1)N